FC(C)(F)C=1C=C(C=CC1)NC(=O)C1C(=NN(C1=O)C1=CC=C(C=C1)C1COC1)C N-[3-(1,1-difluoroethyl)phenyl]-3-methyl-1-[4-(oxetan-3-yl)phenyl]-5-oxo-4H-pyrazole-4-carboxamide